ClC=1C(=NN(C1)C(=O)N1CC2CN(CC2C1)CC1=CC(=CC=C1)OC1=CC=C(C=C1)Cl)C(=O)O 4-chloro-1-(5-(3-(4-chlorophenoxy)benzyl)octahydropyrrolo[3,4-c]pyrrole-2-carbonyl)-1H-pyrazole-3-carboxylic acid